carboxyl-(thiolcarboxylic acid) C(=O)(O)C1=C(SC=C1)C(=O)O